CC1(OB(OC1(C)C)C1=CC(=NC=C1)N1CC2(CN(C2)C(=O)OC(C)(C)C)C1)C tert-butyl 6-(4-(4,4,5,5-tetramethyl-1,3,2-dioxaborolan-2-yl)pyridin-2-yl)-2,6-diazaspiro[3.3]heptane-2-carboxylate